C1(CCCC1)C1=CC(=C(C(=O)NC\C=C\S(=O)(=O)C)C=C1)OC1CCCC1 (E)-4-cyclopentyl-2-(cyclopentyloxy)-N-(3-(methylsulfonyl)allyl)benzamide